Dihydropterin N1=C(N)NC(=O)C=2N=CCNC12